(2R,3R,4S,5S)-2-(4-Amino-7H-pyrrolo[2,3-d]pyrimidin-7-yl)-5-((((3-methyl-5-(4-nitrophenyl)isoxazol-4-yl)methyl)thio)methyl)tetrahydrofuran-3,4-diol NC=1C2=C(N=CN1)N(C=C2)[C@@H]2O[C@@H]([C@H]([C@H]2O)O)CSCC=2C(=NOC2C2=CC=C(C=C2)[N+](=O)[O-])C